4-acryloxybutyl butyl carbonate C(OCCCCOC(C=C)=O)(OCCCC)=O